C(C)(C)C1=C(NC2=CC=C(C=C12)C(C(=O)N(C1CN2CCC1CC2)C)(C)C)C2=CC(=NC=C2)C 2-(3-isopropyl-2-(2-methylpyridin-4-yl)-1H-indol-5-yl)-N,2-dimethyl-N-(quinuclidin-3-yl)propanamide